(2S,4S)-4-(3,5-dimethylpyridin-2-ylamino)-1-[4-((R)-4-isopropyl-2,5-dioxoimidazolidin-4-yl)benzoyl]pyrrolidine-2-carboxylic acid amide CC=1C(=NC=C(C1)C)N[C@H]1C[C@H](N(C1)C(C1=CC=C(C=C1)[C@]1(NC(NC1=O)=O)C(C)C)=O)C(=O)N